CC1=C(C=CC(=C1)C)NC=1C=CC2=C(OC3=C2C=CC=C3)C1 N-(2,4-dimethylphenyl)dibenzofuran-3-amine